NC1=C(C(=O)NC2CCC(CC2)(C)O)C=C(C=N1)C1=C(C(=C(C=C1)CN1C(CCC1)C)F)F 2-amino-5-(2,3-difluoro-4-((2-methylpyrrolidin-1-yl)methyl)phenyl)-N-(4-hydroxy-4-methylcyclohexyl)nicotinamide